methyl (2R)-2-[5-bromo-6-(4-fluorophenyl)pyrrolo[2,1-f][1,2,4]triazin-4-yl]oxy-3-[2-(cyclopropylmethoxy)phenyl]propanoate BrC=1C(=CN2N=CN=C(C21)O[C@@H](C(=O)OC)CC2=C(C=CC=C2)OCC2CC2)C2=CC=C(C=C2)F